4-(hydroxymethyl)-N-isobutyl-2-oxopiperidine-4-carboxamide OCC1(CC(NCC1)=O)C(=O)NCC(C)C